4-chloro-6-fluoro-1H-pyrazolo[3,4-d]pyrimidine ClC1=C2C(=NC(=N1)F)NN=C2